C(CCCCCC)OC[C@@H](COCCCCCCCC\C=C/C\C=C/CCCCC)N(C)C (2S)-1-(heptyl-oxy)-N,N-dimethyl-3-[(9Z,12Z)-octadeca-9,12-dien-1-yloxy]propan-2-amine